6-(5-{(1S)-1-[3,5-bis(trifluoromethyl)benzoylamino]ethyl}-1H-1,2,4-triazol-1-yl)-N-cyclopropyl-N-methylnicotinamide FC(C=1C=C(C(=O)N[C@@H](C)C2=NC=NN2C2=NC=C(C(=O)N(C)C3CC3)C=C2)C=C(C1)C(F)(F)F)(F)F